FC1=CC=C(C=C1)C=1C=C(C=C2C(CCOC12)=O)CN1\C(\N(C=C1)C)=N/C(OC(C)(C)C)=O tert-butyl (Z)-(1-((8-(4-fluorophenyl)-4-oxochroman-6-yl)methyl)-3-methyl-1,3-dihydro-2H-imidazol-2-ylidene)carbamate